N-((5-fluoropyridin-3-yl)methyl)-2-((4'S)-4'-(pyridin-2-yl)tetrahydrospiro[bicyclo[3.1.0]hexane-3,2'-pyran]-4'-yl)ethylamine FC=1C=C(C=NC1)CNCC[C@]1(CC2(OCC1)CC1CC1C2)C2=NC=CC=C2